ClC1=CC2=C(CC3(O2)COC(OC3)(C)C)C=C1 6'-chloro-2,2-dimethyl-Spiro[1,3-dioxane-5,2'-3H-benzofuran]